BrC=1C(=CC2=C(N=CS2)C1)OC 5-bromo-6-methoxy-1,3-benzothiazole